C(C1=CC=CC=C1)[C@H]1C(N(CC2N(C1)C(CCN2C(=O)NCCC(C2=CC=CC=C2)C2=CC=CC=C2)=O)CCC(C)C)=O (7R)-7-benzyl-N-(3,3-diphenylpropyl)-9-isopentyl-4,8-dioxooctahydropyrimido[1,2-a][1,4]diazepine-1(2H)-carboxamide